C1(CC1)C1=CNC=2N=C(N=C(C21)N[C@@H]2CC[C@@H](N(C2)CC=C)C)NC=2C=NN(C2)C([2H])([2H])[2H] 1-[(2S,5R)-5-[(5-cyclopropyl-2-([1-(2H3)methaneyl-1H-pyrazol-4-yl]amino)-7H-pyrrolo[2,3-d]pyrimidin-4-yl)amino]-2-methylpiperidin-1-yl]prop-2-ene